Cl.C12NCC(C1)(C2)N(C(OCC2=CC=CC=C2)=O)C benzyl (2-azabicyclo[2.1.1]hexan-4-yl)(methyl)carbamate hydrochloride